CN(C(=O)OCC)[C@H]1C(=NN(C1)C(=O)N[C@H](C)C=1C=NC(=NC1)C(F)(F)F)C1=CC=C(C=C1)C (R)-4-(N-methyl-N-ethoxycarbonylamino)-3-(4-methylphenyl)-N-((R)-1-(2-(trifluoromethyl)pyrimidin-5-yl)ethyl)-4,5-dihydro-1H-pyrazole-1-carboxamide